BrC1=CN=C(C2=CN=C(C=C12)Cl)OCC(F)F 4-bromo-6-chloro-1-(2,2-difluoroethoxy)-2,7-naphthyridine